C(#N)[C@@]1(COCC2=CC=C(C=C12)C(=O)NCC=1N=CC2=CC=C(C=C2C1)C1=CC=CC=C1)C (R)-4-cyano-4-methyl-N-((6-phenylisoquinolin-3-yl)methyl)isochroman-6-carboxamide